undecane-1,11-dialdehyde C(CCCCCCCCCC=O)=O